vinyltris(beta-methoxy-ethoxy)silane C(=C)[Si](OCCOC)(OCCOC)OCCOC